6-[3-([5-[2-Fluoro(1,1,2,2-2H4)ethoxy]pyridin-2-yl]methoxy)-7-oxo-5H,6H,7H-pyrrolo[3,4-b]pyridin-6-yl]-2-methyl-2,3-dihydropyridazin-3-one FC(C(OC=1C=CC(=NC1)COC=1C=C2C(=NC1)C(N(C2)C=2C=CC(N(N2)C)=O)=O)([2H])[2H])([2H])[2H]